C1(CC1)S(=O)(=O)N1CCCCC1 1-(cyclopropylsulfonyl)piperidin